CN(C1CN(C1)C1=CC=CC=2N(C=NC21)C(=O)NCCC#CC2=CC=CC=C2)C 4-(3-(Dimethylamino)azetidin-1-yl)-N-(4-phenylbut-3-ynyl)-1H-benzo[d]imidazole-1-carboxamide